ClCN1C(C=C(C=C1)NC(C1=C(C=C(C=C1)C(F)(F)F)OC1=C(C=C(C=C1)F)C([2H])([2H])[2H])=O)=O N-[1-(chloromethyl)-2-oxo-1,2-dihydropyridin-4-yl]-2-[4-fluoro-2-(methyl-d3)phenoxy]-4-(trifluoromethyl)benzamide